FC(C1=C(C=C2CCCN(C2=C1)C=1C2=CN(C=C2C=C(C1)C1CCNCC1)C(C)=O)C=1C=NN(C1)C)F 1-[4-[7-(Difluoromethyl)-6-(1-methylpyrazol-4-yl)-3,4-dihydro-2H-quinolin-1-yl]-6-(4-piperidinyl)isoindol-2-yl]ethanone